α-acetamidocaproic acid C(C)(=O)NC(C(=O)O)CCCC